CC1=CC=C(C=C1)[I+]C2=CC=C(C=C2)CC(C)C.F[P-](F)(F)(F)(F)F 4-isobutylphenyl-4'-methylphenyliodonium hexafluorophosphate